(7R)-3-cyclopropyl-N-(2-fluoro-2-methylpropyl)-7-[[6-(hydroxymethyl)pyridin-3-yl]amino]-7,8-dihydro-6H-cyclopenta[g]isoquinoline-5-sulfonamide C1(CC1)C=1N=CC=2C=C3C(=C(C2C1)S(=O)(=O)NCC(C)(C)F)C[C@@H](C3)NC=3C=NC(=CC3)CO